5-(5-amino-2-methylphenyl)-N-(2,3-dihydro-1H-inden-2-yl)pyrimidin-2-amine NC=1C=CC(=C(C1)C=1C=NC(=NC1)NC1CC2=CC=CC=C2C1)C